2,6-dimethoxyphenyllithium COC1=C(C(=CC=C1)OC)[Li]